tert-butyl 4-(2-bromobenzyl)-4-cyanopiperidine-1-carboxylate BrC1=C(CC2(CCN(CC2)C(=O)OC(C)(C)C)C#N)C=CC=C1